C(CCCCCCCCCCC)OC(CCCCCCCC(=O)OCCCCCCCCCCCC)=O dilaurylazelate